1-((1r,3r)-3-hydroxy-3-methylcyclobutyl)methanesulfonamide OC1(CC(C1)CS(=O)(=O)N)C